COC1=CC=C(C=C1)[C@@H](C)N(CC=C(C1=CC=CC=C1)C1=CC=CC=C1)CCCN1CCCC1 (R)-N-(1-(4-methoxyphenyl)ethyl)-3,3-diphenyl-N-(3-(pyrrolidin-1-yl)propyl)prop-2-en-1-amine